C12(CCC(CC1)CC2)COC2=CC=CC(=N2)C2=CC=C(CC1=NC3=C(N1C[C@H]1OCC1)C=C(C=C3)C(=O)OC)C=C2 methyl (S)-2-(4-(6-(bicyclo[2.2.2]octan-1-ylmethoxy)pyridin-2-yl)benzyl)-1-(oxetan-2-ylmethyl)-1H-benzo[d]imidazole-6-carboxylate